C(C)(=O)OC1=CC=C(C=C1)C1=C(C(=NO1)C)C(=O)O 5-(4-acetoxyphenyl)-3-methylisoxazole-4-carboxylic acid